N-cyclopropyl-3-(6-((1-hydroxy-2-methylpropan-2-yl)amino)-5-(isothiazol-3-yl)pyridin-3-yl)-4-methylbenzamide C1(CC1)NC(C1=CC(=C(C=C1)C)C=1C=NC(=C(C1)C1=NSC=C1)NC(CO)(C)C)=O